CN(C(CNC1=NC(=NC(=C1)C)C=1C=NC(=CC1)C(F)(F)F)(C)C1=CC=CC=C1)C N2,N2-Dimethyl-N1-(6-methyl-2-(6-(trifluoromethyl)pyridin-3-yl)pyrimidin-4-yl)-2-phenylpropane-1,2-diamine